[2-[5-(dimethylamino)pentanoyloxymethyl]-3-(3-pentyloctanoyloxy)-2-(3-pentyloctanoyloxymethyl)propyl] 3-pentyloctanoate C(CCCC)C(CC(=O)OCC(COC(CC(CCCCC)CCCCC)=O)(COC(CC(CCCCC)CCCCC)=O)COC(CCCCN(C)C)=O)CCCCC